NCC=1C=C(C=CC1)C1=CC(=CC=2C=C(OC21)COC2=C(C=CC=C2)CC(=O)O)COC=2C=C(C=CC2)CC(=O)O 2-(3-((7-(3-(aminomethyl)phenyl)-2-((2-(carboxymethyl)phenoxy)methyl)benzofuran-5-yl)methoxy)phenyl)acetic acid